[C@@H]12N[C@@H]([C@@H](CC1)C2)C(=O)N[C@H](C(=O)N(C)[C@H]([C@@H](CC(=O)O)OC)[C@H](CC)C)C(C)C (3R,4S,5S)-4-((S)-2-((1R,3S,4S)-2-azabicyclo[2.2.1]heptane-3-carboxamido)-N,3-dimethylbutanamido)-3-methoxy-5-methylheptanoic acid